NC1=C2C(=C3C(=N1)C=C(N3)C(=O)N([C@@H](C)C3=NC=C(C=C3F)C(F)(F)F)CC)COC2 (S)-5-amino-N-ethyl-N-(1-(3-fluoro-5-(trifluoromethyl)pyridin-2-yl)ethyl)-6,8-dihydro-1H-furo[3,4-d]pyrrolo[3,2-b]pyridine-2-carboxamide